O=CCOCCOCCOCCOCCNC(OC(C)(C)C)=O tert-butyl (14-oxo-3,6,9,12-tetraoxatetradecyl)carbamate